1,3,5-tris(4-t-butyl-3-hydroxy-2,6-dimethylbenzyl)-1,3,5-triazine-2,4,6(1h,3h,5h)trione C(C)(C)(C)C1=C(C(=C(CN2C(N(C(N(C2=O)CC2=C(C(=C(C=C2C)C(C)(C)C)O)C)=O)CC2=C(C(=C(C=C2C)C(C)(C)C)O)C)=O)C(=C1)C)C)O